8-bromo-5-chloro-3-(cyclopropanecarbonyl)-2-(((5-methylisoxazol-3-yl)methyl)sulfinyl)quinolin-4(1H)-one BrC=1C=CC(=C2C(C(=C(NC12)S(=O)CC1=NOC(=C1)C)C(=O)C1CC1)=O)Cl